isopropyl 3-(3-acrylamido-4-methylphenyl)-2-(3-(3-(dimethylamino)propoxy)phenyl)-1H-pyrrolo[2,3-b]pyridine-5-carboxylate C(C=C)(=O)NC=1C=C(C=CC1C)C1=C(NC2=NC=C(C=C21)C(=O)OC(C)C)C2=CC(=CC=C2)OCCCN(C)C